(3S,4R)-4-phenyl-N-[3-(phenylamino)phenyl]pyrrolidine-3-carboxamide hydrochloride Cl.C1(=CC=CC=C1)[C@H]1[C@@H](CNC1)C(=O)NC1=CC(=CC=C1)NC1=CC=CC=C1